1-{4-[1-(6-methylpyridin-2-yl)-1H,2H,3H,4H,9H-pyrido[3,4-b]indol-2-yl]-4-oxobutyl}piperidin-2-one CC1=CC=CC(=N1)C1N(CCC2=C1NC1=CC=CC=C21)C(CCCN2C(CCCC2)=O)=O